O=C1N(CCN2[C@@H]1CN(CC2)C#N)C2=CC(=CC=C2)C(F)(F)F (R)-9-oxo-8-(3-(trifluoromethyl)phenyl)octahydro-2H-pyrazino[1,2-a]pyrazine-2-carbonitrile